6-Chloro-N4-methyl-2-(propylthio)pyrimidine-4,5-diamine ClC1=C(C(=NC(=N1)SCCC)NC)N